C(CCC)S(=O)(=O)NC=1C(=C(C(=O)C2=NNC3=NC=C(C=C32)C3=CC=C(C=C3)S(=O)(=O)N)C(=CC1)F)F 4-(3-(3-(butylsulphonamido)-2,6-difluorobenzoyl)-1H-pyrazolo[3,4-b]pyridin-5-yl)benzenesulfonamide